C(N)(=O)C1=CC=CC=2NC(=NC21)C2=CC=C(C(=O)N1CCN(CC1)C1=NC=C(C=N1)C(=O)OCC)C=C2 ethyl 2-(4-(4-(4-carbamoyl-1H-benzo[d]imidazol-2-yl)benzoyl)piperazin-1-yl)pyrimidine-5-carboxylate